1-(2-chloropyridin-4-yl)-5-fluoro-1H-benzo[d]imidazol-2(3H)-one ClC1=NC=CC(=C1)N1C(NC2=C1C=CC(=C2)F)=O